OCC(CO)=O 1,3-dihydroxypropane-2-one